1-(3-Amino-4-methoxypyrazolo[1,5-a]pyridin-5-yl)ethan-1-ol hydrochloride Cl.NC=1C=NN2C1C(=C(C=C2)C(C)O)OC